2,2-diethyl-6-(3-(thiophen-3-yl)-1,2,4-oxadiazol-5-yl)chroman-4-one C(C)C1(OC2=CC=C(C=C2C(C1)=O)C1=NC(=NO1)C1=CSC=C1)CC